(R)-2-((1-(2-cyano-3-(isobutylamino)-7-methylquinoxalin-5-yl)ethyl)amino)benzoic acid C(#N)C1=NC2=CC(=CC(=C2N=C1NCC(C)C)[C@@H](C)NC1=C(C(=O)O)C=CC=C1)C